[2H]C(C(F)(F)F)(O[2H])[2H] 1,1-dideuterio-1-(deuteriooxidanyl)-2,2,2-trifluoroethane